ClC(=O)C1=CC=C(C=C1)C1(C2=CC=CC=C2C=2C=CC=CC12)C1=CC=C(C=C1)C(=O)Cl 9,9-bis(4-chloroformylphenyl)fluorene